2-(2,5-dimethyl-1H-pyrrol-1-yl)thiazolo[4,5-b]pyrazine-6-thiol CC=1N(C(=CC1)C)C=1SC=2C(=NC=C(N2)S)N1